COC1=CC=2C3=C(C=NC2C=C1C=1C(=NOC1C)C)N=C(N3[C@@H](COC)C)C3CCNCC3 (R)-4-(8-methoxy-1-(1-methoxypropan-2-yl)-2-(piperidin-4-yl)-1H-imidazo[4,5-c]quinolin-7-yl)-3,5-dimethylisoxazole